6-[3-(Difluoromethyl)-4-fluoro-phenyl]-1-[(6-methoxy-2-pyridyl)methyl]pyrazolo[4,3-b]pyridine FC(C=1C=C(C=CC1F)C=1C=C2C(=NC1)C=NN2CC2=NC(=CC=C2)OC)F